1-[(3R)-1-methylpyrrolidin-3-yl]-2-[(5-methyl-1,3,4-thiadiazol-2-yl)methyl]-1H-imidazo[4,5-c]quinoline-8-carbonitrile CN1C[C@@H](CC1)N1C(=NC=2C=NC=3C=CC(=CC3C21)C#N)CC=2SC(=NN2)C